(6-chloro-2,2-difluoro-1,3-benzodioxol-5-yl)methanol ClC=1C(=CC2=C(OC(O2)(F)F)C1)CO